4'-(tert-butyl)-2-chloro-1,1'-biphenyl C(C)(C)(C)C1=CC=C(C=C1)C1=C(C=CC=C1)Cl